N-(5-((6,7-dimethoxyquinolin-4-yl)oxy)pyrimidin-2-yl)-5-(4-fluorophenyl)-1-isopropyl-4-oxo-1,4-dihydropyridazine-3-carboxamide COC=1C=C2C(=CC=NC2=CC1OC)OC=1C=NC(=NC1)NC(=O)C1=NN(C=C(C1=O)C1=CC=C(C=C1)F)C(C)C